NCCCNC[Si](O)(O)O N-(3-aminopropyl)-1-aminomethylsilanetriol